IC=1N=CN2C1CN(CC2)C(=O)NC 1-iodo-N-methyl-6,8-dihydro-5H-imidazo[1,5-a]pyrazine-7-carboxamide